NC1=NC=2C=CC(=CC2C=2C1=CSC2)C(=O)N(N(C)C)CC2=NC=C(C=C2)C(F)(F)F 4-amino-N',N'-dimethyl-N-((5-(trifluoromethyl)pyridin-2-yl)methyl)thieno[3,4-c]quinoline-8-carbohydrazide